tert-butyl (2R,4r,6S)-4-((6-chloropyrazin-2-yl)oxy)-2,6-dimethylpiperidine-1-carboxylate ClC1=CN=CC(=N1)OC1C[C@H](N([C@H](C1)C)C(=O)OC(C)(C)C)C